3-[3-(24,30-Difluoro-14-oxo-26-oxa-3,13,19,21,32-pentazapentacyclo-[25.3.1.12,5.017,25.018,22]dotriaconta-1(31),2,4,17,19,22,24,27,29-nonaen-6-yl)phenyl]propanoic acid FC=1C=C2NC=NC2=C2CCC(NCCCCCCC(C3=CN=C(C=4C(=CC=C(OC12)C4)F)N3)C=3C=C(C=CC3)CCC(=O)O)=O